6-oxo-4-(8-quinolyl)pyran O=C1C=C(C=CO1)C=1C=CC=C2C=CC=NC12